5-((6-fluoroquinolin-4-yl)amino)-N-(3-(pyridin-4-ylamino)phenyl)nicotinamide FC=1C=C2C(=CC=NC2=CC1)NC=1C=NC=C(C(=O)NC2=CC(=CC=C2)NC2=CC=NC=C2)C1